di(2-hydroxyethyl)ethylenediamine OCCNCCNCCO